COC=1C=CC(=NC1)COC=1C=CC2=C(C(=C(O2)C)C(=O)OCC)C1 ethyl 5-((5-methoxypyridin-2-yl)methoxy)-2-methylbenzofuran-3-carboxylate